3-(2-chloro-4'-((pyrrolidin-1-ylsulfonyl)methyl)-[1,1-biphenyl]-3-yl)piperidine-2,6-dione ClC1=C(C=CC=C1C1C(NC(CC1)=O)=O)C1=CC=C(C=C1)CS(=O)(=O)N1CCCC1